(S)-1-(tert-butoxy)-5-((tert-butyldiphenylsilyl)oxy)-1-oxopentan-2-yl 1H-imidazole-1-carboxylate N1(C=NC=C1)C(=O)O[C@H](C(=O)OC(C)(C)C)CCCO[Si](C1=CC=CC=C1)(C1=CC=CC=C1)C(C)(C)C